(R)-6-methyl-4,5,6,7-tetrahydrothiazolo[5,4-c]pyridine C[C@@H]1CC2=C(CN1)SC=N2